N-(6-chloro-3-nitro-2-pyridinyl)pyrimidin-4-amine ClC1=CC=C(C(=N1)NC1=NC=NC=C1)[N+](=O)[O-]